2-(4-Cyanophenyl)-3-(methylamino)imidazo[1,2-a]pyridine-7-carbonitrile C(#N)C1=CC=C(C=C1)C=1N=C2N(C=CC(=C2)C#N)C1NC